FC1=CC(=C(NC1=O)C)N1CN(C2=C(C1=O)C=C(N=C2)C(F)(F)F)C2=C(C=C(C=C2)F)C 3-(5-Fluoro-2-methyl-6-oxo-1,6-dihydropyridin-3-yl)-1-(4-fluoro-2-methylphenyl)-6-(trifluoromethyl)-2,3-dihydropyrido[3,4-d]pyrimidin-4(1H)-one